4-(5-cyclopropyl-1H-pyrazol-3-yl)-N2-[3-(dimethylamino)propyl]-N2-methyl-pyrimidine-2,4-diamine C1(CC1)C1=CC(=NN1)C1(NC(=NC=C1)N(C)CCCN(C)C)N